(5-bromo-2-methoxy-phenyl)methanamine BrC=1C=CC(=C(C1)CN)OC